ClCC=1SC2=NC=C(C=C2N1)C(F)(F)F (chloromethyl)-6-(trifluoromethyl)[1,3]thiazolo[5,4-b]pyridine